NC=1SC2=C(N1)C(=CC=C2F)C2=NC=C1C(=C3C(=NC1=C2F)O[C@H](CC3)C3(CC3)CN3CCOCC3)N3CCOC[C@H](C3)NC(C=C)=O N-((S)-4-((R)-8-(2-amino-7-fluorobenzo[d]thiazol-4-yl)-9-fluoro-2-(1-(morpholinomethyl)cyclopropyl)-3,4-dihydro-2H-pyrano[2,3-b][1,6]naphthyridin-5-yl)-1,4-oxazepan-6-yl)acrylamide